3-(3-(4-chloro-3-trifluoromethylphenyl)ureido)-N,N-bis(2-hydroxyethyl)-2,3,4,9-tetrahydro-1H-carbazole-5-carboxamide ClC1=C(C=C(C=C1)NC(NC1CCC=2NC=3C=CC=C(C3C2C1)C(=O)N(CCO)CCO)=O)C(F)(F)F